Imidazolyl-phosphorus N1C(=NC=C1)[P]